ClC=1C=NC(=C(C(=O)NC2CCC(CC2)CN2C(C(C3=CC=C(C=C23)OC)(O)C2=C(C=CC=C2)F)=O)C1)C 5-chloro-N-((1r,4r)-4-((3-(2-fluorophenyl)-3-hydroxy-6-methoxy-2-oxoindolin-1-yl)methyl)cyclohexyl)-2-methylnicotinamide